C(C1=CC=CC=C1)[C@@H]1N(C(OC1)=O)C1=CC(=CC(=N1)C(C)NC=1C(=NC(=CC1)OC)C(=O)O)C 3-((1-(6-((S)-4-Benzyl-2-oxooxazolidin-3-yl)-4-methylpyridin-2-yl)ethyl)amino)-6-methoxypicolinic acid